FC1=C(C=CC(=C1)F)C=1C=C(SC1)C(=O)C1=CC(=C(C(=C1)OC)OC)OC (4-(2,4-difluorophenyl)thiophen-2-yl)(3,4,5-trimethoxyphenyl)methanone